methyl 4-(dimethoxymethyl)-3-fluoro-5-methoxy-benzoate COC(C1=C(C=C(C(=O)OC)C=C1OC)F)OC